N[C@@H]1C[C@H](N(C1)C([C@H](C(C)(C)C)NC(=O)C1=CC2=C(S1)C=CC(=C2)C(F)(F)P(O)(O)=O)=O)C(NC=2SC(=CN2)C2=CC=CC=C2)=O ((2-(((S)-1-((2S,4R)-4-amino-2-((5-phenylthiazol-2-yl)carbamoyl)pyrrolidin-1-yl)-3,3-dimethyl-1-oxobutan-2-yl)carbamoyl)benzo[b]thiophen-5-yl)difluoromethyl)phosphonic acid